FC1(C2CC(CC(C1)N2C(=O)OC(C)(C)C)N(C=2N=NC(=CC2)C=2C=CC(=C1C=NNC21)C=2C=NN(C2)C2OCCCC2)C)F tert-butyl 6,6-difluoro-3-[methyl (6-{4-[1-(oxan-2-yl)pyrazol-4-yl]-1H-indazol-7-yl} pyridazin-3-yl)amino]-8-azabicyclo[3.2.1]octane-8-carboxylate